6-bromo-N-(2,5-diaminopentyl)-1H-indole-2-carboxamide hydrochloride Cl.BrC1=CC=C2C=C(NC2=C1)C(=O)NCC(CCCN)N